3-(4,6-diphenyl-1,3,5-triazine-2-yl)phenyl-7,7-dimethyl-5H,7H-indeno[2,1-b]carbazole C1(=CC=CC=C1)C1=NC(=NC(=N1)C1=CC=CC=C1)C=1C=C(C=CC1)C1=C2C=3C=C4C(=CC3NC2=CC=C1)C(C1=CC=CC=C14)(C)C